CN(C1CCC(CC1)NC1CCC=2NC3=C(C=C(C(=C3C2C1)C1=C(C=CC=C1)C)F)C(=O)N)C 3-((4-(dimethylamino)cyclohexyl)amino)-6-fluoro-5-(o-tolyl)-2,3,4,9-tetrahydro-1H-carbazole-8-carboxamide